2-[6-(Ethylamino)-4-[2-methyl-4-(4-methyl-1,2,4-triazol-3-yl)pyrazol-3-yl]pyridin-2-yl]-6-[(oxetan-3-yloxy)methyl]-4-(trifluoromethyl)-3H-isoindol-1-one C(C)NC1=CC(=CC(=N1)N1C(C2=CC(=CC(=C2C1)C(F)(F)F)COC1COC1)=O)C=1N(N=CC1C1=NN=CN1C)C